1-methyl-benzimidazole CN1C=NC2=C1C=CC=C2